ClC=1N=C(C=C2C=C(C=NC12)CN1CC(CC1)O)C 1-((8-chloro-6-methyl-1,7-naphthyridin-3-yl)methyl)pyrrolidin-3-ol